ClC1=C(C=CC2=C1C(=N[C@H](C=1N2N=C(N1)C(=O)N1CC2(C1)OCCCC2)C)C2=C(C=CC=C2F)F)Cl [(4S)-7,8-dichloro-6-(2,6-difluorophenyl)-4-methyl-4H-[1,2,4]triazolo[1,5-a][1,4]benzodiazepin-2-yl]-(5-oxa-2-azaspiro[3.5]nonan-2-yl)methanone